(2-(difluoromethyl)-5-methoxypyridin-4-yl)boronic acid FC(C1=NC=C(C(=C1)B(O)O)OC)F